2-[3'-tert-butyl-2'-hydroxy-5'-[2-(2-ethylhexyloxy)carbonylethyl]phenyl]benzotriazole C(C)(C)(C)C=1C(=C(C=C(C1)CCC(=O)OCC(CCCC)CC)N1N=C2C(=N1)C=CC=C2)O